FC1=C(C(=CC=C1)F)C=1C(=NN2C1N=CC(=C2C(C)C)C(=O)O)C 3-(2,6-difluorophenyl)-7-isopropyl-2-methyl-pyrazolo[1,5-a]pyrimidine-6-carboxylic acid